6-{4-[(2R)-2-hydroxypropoxy]phenyl}-4-{[(3S)-piperidin-3-yl]amino}pyrido[3,2-d]pyrimidine-8-carboxamide O[C@@H](COC1=CC=C(C=C1)C=1C=C(C=2N=CN=C(C2N1)N[C@@H]1CNCCC1)C(=O)N)C